SC(C(C)(O)C)C 3-mercapto-2-methylbutane-2-ol